CN(C(=O)C=1N=C(SC1)C1=NN(N=C1)C1=CC=CC=C1)[C@H]1CNCC1 N-methyl-2-(2-phenyl-2H-1,2,3-triazol-4-yl)-N-[(3R)-pyrrolidin-3-yl]-1,3-thiazole-4-carboxamide